N'-[methylenebis(2,6-diethyl-4,1-phenylene)]bismaleimide C(C1=CC(=C(C(=C1)CC)C=1C(=O)NC(C1)=O)CC)C1=CC(=C(C(=C1)CC)C=1C(=O)NC(C1)=O)CC